FC1=C(C=CC(=C1OC)F)NC1=NC=C(C(=N1)NN1C(OC2=C1C=CC=C2F)=O)C (2-(2,4-difluoro-3-methoxyphenylamino)-5-methylpyrimidin-4-ylamino)-7-fluoro-benzo[d]oxazol-2(3H)-one